5'-(1,2,2-triphenylvinyl)-[1,1':3',1''-terphenyl]-4,4''-dicarboxylic acid diethyl ester C(C)OC(=O)C1=CC=C(C=C1)C1=CC(=CC(=C1)C(=C(C1=CC=CC=C1)C1=CC=CC=C1)C1=CC=CC=C1)C1=CC=C(C=C1)C(=O)OCC